2-fluoro-4-(((3S,4R)-4-hydroxy-4-(hydroxymethyl)-1-(phenylsulfonyl)pyrrolidin-3-yl)oxy)-5-(2,2,2-trifluoroethoxy)benzonitrile FC1=C(C#N)C=C(C(=C1)O[C@H]1CN(C[C@]1(CO)O)S(=O)(=O)C1=CC=CC=C1)OCC(F)(F)F